NC=1N2C(C=3N(C(N(C3N1)CCN1CCN(CC1)C1=CC=C(C=C1)F)=O)C)=NC(=N2)C2=CC=NS2 5-Amino-3-{2-[4-(4-fluoro-phenyl)-piperazin-1-yl]-ethyl}-8-isothiazol-5-yl-1-methyl-1,3-dihydro-[1,2,4]triazolo[5,1-i]purin-2-one